ClC1=C(C(=CC=C1)F)C=1C=CC2=C3C(=C(C=CC3=C(N=C2C1)NCCN1CCOCC1)N1CCN(CC1)C(C=C)=O)F 1-(4-(3-(2-chloro-6-fluorophenyl)-10-fluoro-6-((2-morpholinoethyl)amino)phenanthridin-9-yl)piperazin-1-yl)prop-2-en-1-one